tert-butyl (1-(6-chloro-1-(2-(1,1-difluoroethyl)pyrimidin-4-yl)-1H-pyrazolo[4,3-c]pyridin-3-yl)-5-methylpyrrolidin-3-yl)(methyl)carbamate ClC1=CC2=C(C=N1)C(=NN2C2=NC(=NC=C2)C(C)(F)F)N2CC(CC2C)N(C(OC(C)(C)C)=O)C